CC1=CC(=NC=C1)NC1=NSC(=N1)C1=NC=CC=C1C 4-methyl-N-[5-(3-methylpyridin-2-yl)-1,2,4-thiadiazol-3-yl]pyridin-2-amine